3-sec-butyl-4-hydroxy-5-n-propyl-1-isopropyl-pyrazole C(C)(CC)C1=NN(C(=C1O)CCC)C(C)C